OC(C(C(=O)[O-])OS(=O)(=O)C1=CC=C(C=C1)[N+](=O)[O-])C1=CC=CC=C1 3-hydroxy-2-(((4-nitrophenyl)sulfonyl)oxy)-3-phenylpropanoate